N-(2-(3,5-Dimethyl-1H-pyrazol-1-yl)quinolin-8-yl)benzo[b]thiophene-2-carboxamide CC1=NN(C(=C1)C)C1=NC2=C(C=CC=C2C=C1)NC(=O)C1=CC2=C(S1)C=CC=C2